isododecyl hydroxy ether acetate C(C)(=O)O.OOCCCCCCCCCC(C)C